C(C=C)(=O)N1[C@H](CN(CC1)C=1C2=C(N=C(N1)OC[C@H]1N(CCC1)C([2H])([2H])[2H])CN(CC2)C2=CC=CC1=CC=CC(=C21)Cl)CC#N 2-((S)-1-acryloyl-4-(7-(8-chloronaphthalene-1-yl)-2-(((S)-1-(methyl-d3)pyrrolidin-2-yl)methoxy)-5,6,7,8-tetrahydropyrido[3,4-d]pyrimidin-4-yl)piperazin-2-yl)acetonitrile